2-(3-bromo-4-iodophenyl)-4,6-diphenyl-1,3,5-triazine BrC=1C=C(C=CC1I)C1=NC(=NC(=N1)C1=CC=CC=C1)C1=CC=CC=C1